di(aziridin-1-yl)phosphinic acid (S)-6-(4-(methylcarbamoyl) phenoxy)-5-nitro-2,3-dihydro-1H-inden-1-yl ester CNC(=O)C1=CC=C(OC2=C(C=C3CC[C@@H](C3=C2)OP(=O)(N2CC2)N2CC2)[N+](=O)[O-])C=C1